3-[tert-butyl-(dimethyl)silyl]oxy-5-isopropyl-pyrrolidin-2-one C(C)(C)(C)[Si](OC1C(NC(C1)C(C)C)=O)(C)C